[(3S*,4R*)-4-(2,6-difluoro-4-methoxyphenyl)-2-oxo-1-(pyridin-3-ylmethyl)-pyrrolidin-3-yl]carbamic acid benzyl ester C(C1=CC=CC=C1)OC(N[C@@H]1C(N(C[C@H]1C1=C(C=C(C=C1F)OC)F)CC=1C=NC=CC1)=O)=O |o1:10,14|